4-(tert-butoxy)-4-oxobutaneamide C(C)(C)(C)OC(CCC(=O)N)=O